trifluoromethanesulfonic acid 2-bromoethyl ester BrCCOS(=O)(=O)C(F)(F)F